FC(OC=1C=CC(=NC1)OC1=CC=C(C#N)C=C1)F 4-((5-(difluoromethoxy)pyridin-2-yl)oxy)benzonitrile